[Ir].ClC1=CCCC=CCC1 Chloro-1,5-cyclooctadiene iridium